[N+](=O)([O-])C=1C=CC(=NC1)NC1COC1 5-nitro-N-(oxetan-3-yl)pyridin-2-amine